N-(5-cyclopropyl-6-(2-hydroxy-4-(trifluoromethyl)phenyl)-1,2,4-triazin-3-yl)-2-(methylamino)acetamide C1(CC1)C=1N=C(N=NC1C1=C(C=C(C=C1)C(F)(F)F)O)NC(CNC)=O